C(C)(C)(C)[Si](C)(C)OC=1C(=C2CC[C@](OC2=C(C1C)C)(C)CC\C=C(\CCC=C(F)F)/C)C (S,E)-tert-butyl((2-(8,8-difluoro-4-methylocta-3,7-dien-1-yl)-2,5,7,8-tetramethylchroman-6-yl)oxy)dimethylsilane